CC(C(=O)NCC(CC)C)CC 2-METHYL-N-(2'-METHYLBUTYL)BUTANAMIDE